OCCCCNC=C1C(CC(CC1=O)C1=CC=CC=C1)=O 2-(((4-hydroxybutyl)amino)methylene)-5-phenylcyclohexane-1,3-dione